COC(C1=CC(=CC=C1)COC=1C=C2CCN3C(C2=CC1)=CC(=NC3=O)OCC3OCCC3)=O 3-[4-Oxo-2-(tetrahydro-furan-2-ylmethoxy)-6,7-dihydro-4H-pyrimido[6,1-a]isoquinolin-9-yloxymethyl]-benzoic acid methyl ester